methyl 2-((2-fluoro-4-iodophenyl) amino)-1-methyl-6-oxo-1,6-dihydropyridine-3-carboxylate FC1=C(C=CC(=C1)I)NC=1N(C(C=CC1C(=O)OC)=O)C